(E)-N-methyl-2-[2-(2,5-dimethylphenoxymethyl)phenyl]quinoline CN1C(C=CC2=CC=CC=C12)C1=C(C=CC=C1)COC1=C(C=CC(=C1)C)C